18,21-Dihydroxytetracosanoic acid OC(CCCCCCCCCCCCCCCCC(=O)O)CCC(CCC)O